7-(((1H-tetrazol-5-yl)methyl)(methyl)amino)-4-(o-tolyl)-2H-chromen-2-one N1N=NN=C1CN(C1=CC=C2C(=CC(OC2=C1)=O)C1=C(C=CC=C1)C)C